diethylhexylsulfosuccinate sodium salt [Na+].C(C)C(C(C(=O)[O-])(S(=O)(=O)O)CCCCCC)(C(=O)[O-])CC.[Na+]